FC=1C=2N(CCC(C1)O)N=C1C2CN([C@@H](C1)C)C(=O)OC(C)(C)C (3R)-tert-butyl 11-fluoro-9-hydroxyl-3-methyl-3,4,8,9-tetrahydro-1H-pyrido[4',3':3,4]pyrazolo[1,5-a]azepine-2(7H)-carboxylate